Cl.Cl.FC1=C(C=CC(=C1)C1NCC(C1)=O)C=1N=C2SC3=C(N2C1)C=CC(=C3)C(=O)NCCCN3CCC(CC3)F (2-fluoro-4-(4-oxopyrrolidin-2-yl)phenyl)-N-(3-(4-fluoropiperidin-1-yl)propyl)benzo[d]imidazo[2,1-b]thiazole-7-carboxamide dihydrochloride